OC(CCOS(=O)(=O)C1=CC=C(C=C1)C)C (E)-3-hydroxybutyl-4-methylbenzenesulfonate